OC1=C2C=CC(OC2=CC(=C1C(=O)NCCC1=CC=C(C=C1)O)CCCCC)(CCC=C(C)C)C 5-Hydroxy-N-(4-hydroxyphenethyl)-2-methyl-2-(4-methylpent-3-en-1-yl)-7-pentyl-2H-chromen-6-Carboxamide